CS(=O)(=O)C1=CC=C(C=C1)NC1=NC=C(C(=N1)NC1=C2CCNCC2=CC=C1)C(=O)N 2-((4-(methylsulfonyl)-phenyl)amino)-4-((1,2,3,4-tetrahydroisoquinolin-5-yl)amino)pyrimidine-5-carboxamide